2-amino-2-[1-(trifluoromethyl)cyclobutyl]acetonitrile NC(C#N)C1(CCC1)C(F)(F)F